2-(2-(1-benzyl-5-methyl-1H-pyrazol-4-yl)-2-oxoethyl)-6-ethynylpyridazin-3(2H)-one C(C1=CC=CC=C1)N1N=CC(=C1C)C(CN1N=C(C=CC1=O)C#C)=O